C(C)(C)(C)OC(=O)N1CC(CC1)(O)C1=C(C=C(C=C1)C1=C(C=CC=C1)C1CC1)Br 3-(3-bromo-2'-cyclopropyl-[1,1'-biphenyl]-4-yl)-3-hydroxypyrrolidine-1-carboxylic acid tert-butyl ester